OCCCOC(C(CS)SC(C(=O)[O-])CS)=O hydroxypropylthio-bis(3-mercaptopropionate)